(2R)-1-(benzyloxy)-1-oxopropan-2-yl (2S)-4-fluoro-4-methyl-2-(methylamino)pentanoate FC(C[C@@H](C(=O)O[C@@H](C(=O)OCC1=CC=CC=C1)C)NC)(C)C